5-chloro-3-(isoxazole-4-yl)-indole ClC=1C=C2C(=CNC2=CC1)C=1C=NOC1